C(CCCC)CC(=O)[O-] n-Amylacetate